ClC=1C2=C(N=CN1)N(C=C2)[C@@H]2C[C@@H]([C@@H]1[C@H]2OC(O1)(C)C)COS(=O)(=O)C1=CC=C(C=C1)C ((3aR,4R,6R,6aS)-6-(4-chloro-7H-pyrrolo[2,3-d]pyrimidin-7-yl)-2,2-dimethyltetrahydro-4H-cyclopenta[d][1,3]dioxol-4-yl)methyl-4-methylbenzenesulfonate